[Na].NB aminoborane sodium salt